OCCCNC(=O)[C@@H]1[C@H](N(C(C1)=O)C)C=1C=NC=CC1 (2S,3S)-N-(3-hydroxypropyl)-1-methyl-5-oxo-2-(pyridin-3-yl)pyrrolidine-3-carboxamide